(2S)-2-methyl-3-(2-methyl-4-nitrophenoxy)azetidine C[C@@H]1NCC1OC1=C(C=C(C=C1)[N+](=O)[O-])C